1-(3,6,7-triazabicyclo[3.2.1]octan-3-yl)ethan-1-one C12CN(CC(NN1)C2)C(C)=O